trans-3-aminocyclobutane-1-carboxylic acid N[C@@H]1C[C@H](C1)C(=O)O